COC=1C=C2CN(CC2=CC1)CC1=CC(=C2CN(C(C2=C1)=O)C1=CC(=CC=C1)C1(COC1)CC1=NN=CN1C)C(F)(F)F 6-((5-methoxyisoindolin-2-yl)methyl)-2-(3-(3-((4-methyl-4H-1,2,4-triazol-3-yl)methyl)oxetan-3-yl)phenyl)-4-(trifluoromethyl)isoindolin-1-one